N-(4-chlorophenyl)-5-fluoro-2-(6-fluoro-2-methyl-1H-benzimidazol-1-yl)pyrimidine ClC1=CC=C(C=C1)N1C(N=CC(=C1)F)N1C(=NC2=C1C=C(C=C2)F)C